NCCCOC=1C(=C(C=CC1Br)C1OC2=C(C=CC=C2C=C1)Cl)OC 2-[3-(3-aminopropoxy)-4-bromo-2-methoxy-phenyl]-8-chloro-chromen